2-cyclopentyl-4-(4-fluorophenoxy)-N-(4-(methylsulfonyl)but-3-en-2-yl)pyrimidine-5-carboxamide C1(CCCC1)C1=NC=C(C(=N1)OC1=CC=C(C=C1)F)C(=O)NC(C)C=CS(=O)(=O)C